2-(3-chloropyridin-4-yl)-N-{4-[1-(difluoromethyl)-1H-pyrazol-4-yl]-3-sulfamoylphenyl}acetamide ClC=1C=NC=CC1CC(=O)NC1=CC(=C(C=C1)C=1C=NN(C1)C(F)F)S(N)(=O)=O